BrC=1C=NN(C1OCCNC(OC(C)(C)C)=O)C tert-butyl (2-((4-bromo-1-methyl-1H-pyrazol-5-yl)oxy)ethyl)carbamate